BrC1=CC=C(C=N1)C(=O)N 6-bromopyridine-3-carboxamide